FC1=C(C(=CC(=C1OC1=CC(=C(C=C1)F)I)F)[N+](=O)[O-])/C=C/N(C)C (E)-2-(2,4-difluoro-3-(4-fluoro-3-iodophenoxy)-6-nitrophenyl)-N,N-dimethylethen-1-amine